5-amino-2-(pyrrolidin-1-yl)nicotinonitrile NC=1C=NC(=C(C#N)C1)N1CCCC1